pentaerythritol tetra(3,5-di-tert-butyl-4-hydroxy hydrocinnamate) C(C)(C)(C)C=1C=C(CCC(=O)OCC(COC(CCC2=CC(=C(C(=C2)C(C)(C)C)O)C(C)(C)C)=O)(COC(CCC2=CC(=C(C(=C2)C(C)(C)C)O)C(C)(C)C)=O)COC(CCC2=CC(=C(C(=C2)C(C)(C)C)O)C(C)(C)C)=O)C=C(C1O)C(C)(C)C